9-[3-aminopropyl-[9-(2-hexyloctanoyloxy)nonyl]amino]nonyl 2-hexyloctanoate C(CCCCC)C(C(=O)OCCCCCCCCCN(CCCCCCCCCOC(C(CCCCCC)CCCCCC)=O)CCCN)CCCCCC